C(CCCCCCCCCCCCCCC)OC(C)O (hexadecyloxy)ethan-1-ol